(R)-2-(3-methoxy-4-(methyl(2-methyl-4-((1-(3-Nitro-5-(trifluoromethyl)phenyl)ethyl)amino)quinazolin-6-yl)amino)phenyl)-N,N-dimethylacetamide COC=1C=C(C=CC1N(C=1C=C2C(=NC(=NC2=CC1)C)N[C@H](C)C1=CC(=CC(=C1)C(F)(F)F)[N+](=O)[O-])C)CC(=O)N(C)C